1-(1-([(1,1'-biphenyl)-4-ylsulfonyl]pyrrolidin-3-yl)-1,6-dihydroimidazo[4,5-d]pyrrolo[2,3-b]pyridin-2-yl)ethanol C1(=CC=C(C=C1)S(=O)(=O)N1CC(CC1)N1C(=NC=2C1=C1C(=NC2)NC=C1)C(C)O)C1=CC=CC=C1